(4-amino-2-(3-aminoprop-1-yn-1-yl)phenyl)methanol NC1=CC(=C(C=C1)CO)C#CCN